OC(C(=O)O)=CCC hydroxypentenoic acid